[Zn].[Cu].[Fe] iron copper zinc